ClC=1C=C(OC2=C3C(=C(N=C2)OC)N(C=C3)S(=O)(=O)C3=CC=C(C)C=C3)C=C(C1)F 4-(3-Chloro-5-fluorophenoxy)-7-methoxy-1-tosyl-1H-pyrrolo[2,3-c]pyridine